NC1=NC=C(C=N1)NC(=O)N[C@@H](C(F)(F)F)C=1N(C2=C(C=C(C=C2C1C)F)F)C 1-(2-aminopyrimidin-5-yl)-3-[(1R)-1-(5,7-difluoro-1,3-dimethylindol-2-yl)-2,2,2-trifluoroethyl]urea